CN1N=CC(=C1C1=CC=2N(C=C1)N=CC2)OCC2(CC2)NC 5-[2-methyl-4-[[1-(methylamino)cyclopropyl]methoxy]pyrazol-3-yl]pyrazolo[1,5-a]pyridin